1-(2-(4-acetylphenyl)-7,7-dimethyl-1,3-dioxo-2,3,5,12b-tetrahydro-1H,7H-chromeno[4,3-c][1,2,4]triazolo[1,2-a]pyridazin-10-yl) 2-methyl (2S)-pyrrolidine-1,2-dicarboxylate N1([C@@H](CCC1)C(=O)OC)C(=O)OC=1C=CC2=C(C1)OC(C=1C2N2N(CC1)C(N(C2=O)C2=CC=C(C=C2)C(C)=O)=O)(C)C